C(C=C)C1C(CN(C1)C(=O)OCCCC)(C(=O)O)N=[N+]=[N-] (rac)-4-allyl-3-azido-1-(trans-butoxycarbonyl)pyrrolidine-3-carboxylic acid